(3,5-bis((1-hydroxy-3,4-dihydro-1H-benzo[c][1,2]oxaborinine-7-carboxamido)methyl)benzoyl)glutamic acid OB1OCCC2=C1C=C(C=C2)C(=O)NCC=2C=C(C(=O)N[C@@H](CCC(=O)O)C(=O)O)C=C(C2)CNC(=O)C=2C=CC1=C(B(OCC1)O)C2